4-((3-chloro-4-fluorophenyl)amino)-5,6,7-trifluoro-1H-indole-2-carboxylic acid ClC=1C=C(C=CC1F)NC1=C2C=C(NC2=C(C(=C1F)F)F)C(=O)O